N-({4-amino-3-methyl-1H,3H-furo[3,4-c]quinolin-7-yl}methyl)-2-cyclopropyl-N-[2-(tri-fluoromethyl)pyridin-3-yl]pyrimidine-5-carboxamide NC1=NC=2C=C(C=CC2C2=C1C(OC2)C)CN(C(=O)C=2C=NC(=NC2)C2CC2)C=2C(=NC=CC2)C(F)(F)F